N,N-dimethyl-pyrrolidinium chloride salt [Cl-].C[N+]1(CCCC1)C